C(CCC)C1=NC2=C(N1C(=O)N)C=CC(=C2)N2CCC(CC2)N2CCOCC2 n-butyl-5-(4-morpholinopiperidin-1-yl)-1H-benzo[d]Imidazole-1-carboxamide